4-(3-(((1r,4r)-4-aminocyclohexyl)methyl)-6-(1-methyl-1H-indazol-5-yl)-3H-imidazo[4,5-c]pyridin-7-yl)-2-fluorobenzonitrile NC1CCC(CC1)CN1C=NC2=C1C=NC(=C2C2=CC(=C(C#N)C=C2)F)C=2C=C1C=NN(C1=CC2)C